pent-1-en-3-ol C=CC(CC)O